ClC1=C(CNC(=O)[C@]2(C=3C=CC=NC3[C@H](CC2)O)F)C(=CC=C1)C (5S,8S)-N-(2-chloro-6-methylbenzyl)-5-fluoro-8-hydroxy-5,6,7,8-tetrahydroquinoline-5-carboxamide